N=1C=C(N2N=CC=CC21)C#CC=2C=C(C(=O)NC=1C=C(C=C(C1)C(F)(F)F)C1=CC=CC=C1)C=CC2C 3-(imidazo[1,2-b]pyridazin-3-ylethynyl)-4-methyl-N-(5-(trifluoromethyl)-[1,1'-biphenyl]-3-yl)benzamide